1-octylnonyl 8-[3-[2-[2-(2-aminoethoxy)ethoxy]ethylcarbamoyloxy]-2-[8-(1-octylnonoxy)-8-oxo-octoxy]propoxy]octanoate NCCOCCOCCNC(=O)OCC(COCCCCCCCC(=O)OC(CCCCCCCC)CCCCCCCC)OCCCCCCCC(=O)OC(CCCCCCCC)CCCCCCCC